2-Methoxyethanol gadolinium [Gd].COCCO